8-methyl-7-(3-((5-(trifluoromethyl)pyridin-3-yl)amino)-7,8-dihydro-1,6-naphthyridin-6(5H)-yl)-4H-pyrimido[1,2-b]pyridazin-4-one CC1=CC=2N(N=C1N1CC=3C=C(C=NC3CC1)NC=1C=NC=C(C1)C(F)(F)F)C(C=CN2)=O